COC(CCC(=O)N[C@H]1CN(C[C@H](C1)C(F)(F)F)C1=C2C=CC=NC2=C(C=C1)C#N)=O N-[(3R,5S)-1-(8-cyano-quinolin-5-yl)-5-trifluoromethyl-piperidin-3-yl]-succinamic acid methyl ester